(2S)-2-[[6,8-bis(trifluoromethyl)cinnolin-4-yl]amino]acrylamide FC(C=1C=C2C(=CN=NC2=C(C1)C(F)(F)F)NC(C(=O)N)=C)(F)F